5-[4-[3-(2,4-dioxohexahydropyrimidin-1-yl)-1-methyl-indazol-6-yl]piperazin-1-yl]pentanoic acid O=C1N(CCC(N1)=O)C1=NN(C2=CC(=CC=C12)N1CCN(CC1)CCCCC(=O)O)C